N\C(=N/C(=N/S(=O)(=O)C1=CC=C(C=C1)C(F)(F)F)/N1N=C(C(CC1)C1=CC=CC=C1)C1=CC=C(C=C1)Br)\C1=C(C=CC=C1)F (Z)-N-((Z)-amino(2-fluorophenyl)methylene)-3-(4-bromophenyl)-4-phenyl-N'-((4-(trifluoromethyl)phenyl)sulfonyl)-5,6-dihydropyridazine-1(4H)-carboximidamide